FC1=CC=C(C=C1)N1CCN(C2=CC=CC=C12)C(CCN1CC2N(CC1)CCC2)=O 1-(4-(4-Fluorophenyl)-3,4-dihydroquinoxalin-1(2H)-yl)-3-(hexahydropyrrolo[1,2-a]pyrazin-2(1H)-yl)propan-1-one